(S)-5-((S)-5-Chloro-6-fluoro-2-((methylamino)methyl)-2-phenyl-2,3-dihydrobenzofuran-4-yl)-1-ethyl-4-fluoro-1H-indole-6-carboxamide ClC=1C(=CC2=C(C[C@](O2)(C2=CC=CC=C2)CNC)C1C=1C(=C2C=CN(C2=CC1C(=O)N)CC)F)F